CC1(N(C(=C(C1Br)C1=CC=C(C=C1)[N+](=O)[O-])C)C(=O)OC(C)(C)C)C(=O)[O-] 1-(Tert-butyl) 2-methyl-3-bromo-5-methyl-4-(4-nitrophenyl)-1H-pyrrole-1,2-dicarboxylate